2-{4-[5-chloro-2-(1H-tetrazol-1-yl)phenyl]-5-methoxy-2-oxopyridin-1(2H)-yl}pentanoic acid tert-butyl ester C(C)(C)(C)OC(C(CCC)N1C(C=C(C(=C1)OC)C1=C(C=CC(=C1)Cl)N1N=NN=C1)=O)=O